1-((1-(5-(7,8-dimethyl-[1,2,4]triazolo[1,5-a]pyridin-6-yl)-6-isopropyl-4H-pyrrolo[3,2-d]thiazol-2-yl)piperidin-4-yl)amino)-2-methylpropan-2-ol CC1=C(C=2N(C=C1C1=C(C=3N=C(SC3N1)N1CCC(CC1)NCC(C)(O)C)C(C)C)N=CN2)C